O(C1=CC=CC=C1)C1=C(C=CC=C1)SC1=C(C=CC=C1C)C (2,6-dimethylphenyl) (2-phenoxyphenyl) sulfide